N-(5-(isoquinolin-6-yl)thiazol-2-yl)-2,6-dimethyl-1-oxo-1,2,5,6,7,8-hexahydro-2,6-naphthyridine-4-carboxamide C1=NC=CC2=CC(=CC=C12)C1=CN=C(S1)NC(=O)C1=CN(C(C=2CCN(CC12)C)=O)C